N',N'',N''-trimethyldiethylene-triamine CN(CCN)CCN(C)C